tri-(3-octyl)phosphine CCC(CCCCC)P(C(CC)CCCCC)C(CC)CCCCC